(S)-6-(4-(4-acryloyl-1-(methylsulfonyl)piperazin-2-yl)-6-chloropyridin-2-yl)-N-methylpyrimidine-4-carboxamide tert-butyl-(S)-3-(2-bromo-6-chloropyridin-4-yl)piperazine-1-carboxylate C(C)(C)(C)OC(=O)N1C[C@@H](NCC1)C1=CC(=NC(=C1)Cl)Br.C(C=C)(=O)N1C[C@@H](N(CC1)S(=O)(=O)C)C1=CC(=NC(=C1)Cl)C1=CC(=NC=N1)C(=O)NC